6-((1-(tetrahydro-2H-pyran-4-carbonyl)piperidin-4-yl)amino)pyrimidine-4-carboxylic acid methyl ester COC(=O)C1=NC=NC(=C1)NC1CCN(CC1)C(=O)C1CCOCC1